ClC1=C(C=CC(=C1)NC=1C=2N(C=CN1)C(=CN2)C2=CC=C(C=C2)OC(F)F)N2C(CCC2)=O 1-[2-chloro-4-[[3-[4-(difluoromethoxy)phenyl]imidazo[1,2-a]pyrazin-8-yl]amino]phenyl]pyrrolidin-2-one